[(1r)-2-[(2s)-2-[[(1s)-1-[[4-(Hydroxymethyl) Phenyl]Carbamoyl]-2-Methyl-Propyl]Carbamoyl]Pyrrolidin-1-Yl]-1-Methyl-2-OxoEthyl]Carbamate OCC1=CC=C(C=C1)NC(=O)[C@H](C(C)C)NC(=O)[C@H]1N(CCC1)C([C@@H](C)NC([O-])=O)=O